BrC/C=C/C(=O)OC (E)-methyl 4-bromobut-2-enoate